dicyclohexyl-diisopropyloxysilane C1(CCCCC1)[Si](OC(C)C)(OC(C)C)C1CCCCC1